S(=O)(=O)(Cl)Cl.C1(=CC=CC=C1)O phenol compound with sulfuryl chloride